S1C(=NC2=C1C=CC=C2)NC(C=2C(=NN(C2Cl)C2=CC=CC=C2)C(F)(F)F)C2=C(C=CC1=CC=CC=C21)O ((benzo[d]thiazol-2-ylamino)(5-chloro-1-phenyl-3-trifluoromethyl-1H-pyrazol-4-yl)methyl)naphthalen-2-ol